6-(5-((2,6-difluorophenyl)sulphonamido)-6-methoxypyridin-3-yl)pyridin FC1=C(C(=CC=C1)F)S(=O)(=O)NC=1C=C(C=NC1OC)C1=CC=CC=N1